3-((1r,4r)-4-((2-(methoxy-d3)ethyl)amino)cyclohexyl)urea C(OCCNC1CCC(CC1)NC(N)=O)([2H])([2H])[2H]